FC(C1=CC=CC(=N1)N1C[C@@H](CCC1)CN1C[C@@H](C([C@@H](C1)O)O)O)(F)F (3S,4S,5R)-1-(((S)-1-(6-(trifluoromethyl)pyridin-2-yl)piperidin-3-yl)methyl)piperidine-3,4,5-triol